[N+](=O)([O-])C=1C=C(C(=NC1)C=1OC=CN1)C(F)(F)F (5-nitro-3-(trifluoromethyl)pyridin-2-yl)oxazole